C(C)OC(=O)C1=C(C=NN1)[N+](=O)[O-] 4-nitropyrazole-5-carboxylic acid ethyl ester